C(N)(=O)C=1C=CC(=C2N=CC=NC12)N1C[C@H](N([C@H](C1)C)C(=O)OC(C)(C)C)C tert-butyl (2R,6S)-4-(8-carbamoylquinoxalin-5-yl)-2,6-dimethylpiperazine-1-carboxylate